β-isophorone CC1=CC(CC(=O)C1)(C)C